C(C)(C)C1=CC(=C(C=C1)C=1C=C2CCN[C@@H](C2=CC1)CNC1=C(C(=O)O)C=CN=C1)C (S)-3-(((6-(4-isopropyl-2-methylphenyl)-1,2,3,4-tetrahydroisoquinolin-1-yl)methyl)amino)isonicotinic acid